(1R,2R)-3-amino-2-fluoro-1-(4-fluorophenyl)-2-methylpropan-1-ol hydrochloride Cl.NC[C@@]([C@H](O)C1=CC=C(C=C1)F)(C)F